N1C=C(C2=CC=CC=C12)C[C@H](CCCC)NC(=O)C1=CC2=C(S1)C=C(C=C2)N2CCN(CC2)C (S)-N-(1-(1H-indol-3-yl)hexan-2-yl)-6-(4-methylpiperazin-1-yl)benzo[b]thiophene-2-carboxamide